C(=O)O.FC(C=1C=2N(C=C(C1)NC(=O)N1CCC=3C1=NC=CC3N3C[C@@H](NCC3)C)C=C(N2)C)F (S)-N-(8-(difluoromethyl)-2-methylimidazo[1,2-a]pyridin-6-yl)-4-(3-methylpiperazin-1-yl)-2,3-dihydro-1H-pyrrolo[2,3-b]pyridine-1-carboxamide formate